CC1=C(C=CC=C1C(CCCCC(CC)CC)C)NC1=CC=C(C=C1)NC1=CC=CC=C1 N-[2-methyl-3-(1-methyl-6-ethyloctyl)phenyl]-N'-phenyl-1,4-phenylenediamine